ClC=1C=C(C=C(C1Cl)[N+](=O)[O-])S(=O)(=O)OC methyl 3,4-dichloro-5-nitrobenzenesulfonate